ClC1=CC(=CO1)C1=CC(=CC=C1)C(F)(F)F 5-chloro-3-(3-(trifluoromethyl)phenyl)furan